FC=1C(=CC=C2C(N(C(NC12)=O)C)=O)CN1CCN(CC1)C=1C=CC(=NC1)C(=O)NC 5-(4-((8-fluoro-3-methyl-2,4-dioxo-1,2,3,4-tetrahydroquinazolin-7-yl)methyl)piperazin-1-yl)-N-methylpicolinamide